CN(C(=O)N1C(CCCC1C)C)CC1=C(C(=CC(=C1)F)F)F N,2,6-trimethyl-N-(2,3,5-trifluorobenzyl)piperidine-1-carboxamide